1-(5-methylpyrazin-2-yl)methylamine dihydrochloride Cl.Cl.CC=1N=CC(=NC1)CN